butane-1,4-diylbis(2-chloroacetic acid) C(CCCC(C(=O)O)Cl)C(C(=O)O)Cl